C(C=C)(=O)N1[C@H](CN(CC1)C=1C2=C(N=C(N1)N1CC(CCC1)N(C)C)CN(CC2)C2=CC=CC1=CC=CC=C21)CC#N 2-((2S)-1-acryloyl-4-(2-(3-(dimethylamino)piperidin-1-yl)-7-(naphthalen-1-yl)-5,6,7,8-tetrahydropyrido[3,4-d]pyrimidin-4-yl)piperazin-2-yl)acetonitrile